2-(4-(methoxycarbonyl)phenoxy)propionic acid COC(=O)C1=CC=C(OC(C(=O)O)C)C=C1